O1C2(OCC1)CC=1C=NNC(C1CC2)=O 7,8-dihydro-2H-spiro[phthalazine-6,2'-[1,3]dioxolan]-1(5H)-one